1,3-diiminoisoindoline N=C1NC(C2=CC=CC=C12)=N